O(C1=CC=CC=C1)P1OCC2(CO1)COP(OC2)OC2=CC=CC=C2 3,9-diphenoxy-2,4,8,10-tetraoxa-3,9-diphosphaspiro[5.5]undecane